C(CC(O)(C(=O)O)CC(=O)O)(=O)O.C1(CCCC1)CN1N=C(C=C1OC([2H])([2H])C1=C(C=CC(=C1)F)F)C(N)([2H])[2H] 1-[1-(Cyclopentylmethyl)-5-{[(2,5-difluorophenyl)(2H2)methyl]oxy}-1H-pyrazol-3-yl](2H2)methanamine monocitrate